NC1=CC=C(C=C1)NS(=O)(=O)C1=C(C=CC=C1)Br N-(4-aminophenyl)-2-bromobenzenesulfonamide